ClC=1C=C2C=CN(C2=C(C1)C1=C2C(=NC=C1)C=C(S2)CN2C(N(C(=CC2=O)OC)CC(F)F)=O)CC2(CCNCC2)C#N 4-((5-chloro-7-(2-((3-(2,2-difluoroethyl)-4-methoxy-2,6-dioxo-3,6-dihydropyrimidin-1(2H)-yl)methyl)thieno[3,2-b]pyridin-7-yl)-1H-indol-1-yl)methyl)piperidine-4-carbonitrile